bromo-4,5,6,7-tetrahydro-3,6'-bipyrazolo[1,5-a]pyridine BrC1=NN2C(CCCC2)=C1C=1C=CC=2N(C1)N=CC2